5-(4-(6-((2-fluoroethyl)(2,2,6,6-tetramethylpiperidin-4-yl)amino)pyridazin-3-yl)-3-hydroxyphenyl)pyridin-2(1H)-one FCCN(C1=CC=C(N=N1)C1=C(C=C(C=C1)C=1C=CC(NC1)=O)O)C1CC(NC(C1)(C)C)(C)C